[Tb].N1=C(C(=NC(=C1C(=O)O)C(=O)O)C(=O)O)C(=O)O pyrazinetetraformic acid terbium